C1(CC1)C(C)N1N=CC(=C1)C1=C(C=2C(=NC=C3C2C2(C(N3C([2H])([2H])[2H])=O)CCN(CCC2)S(=O)(=O)CC)N1)C=1C=C2C=NN(C2=CC1)C 2'-(1-(1-cyclopropylethyl)-1H-pyrazol-4-yl)-1-(ethylsulfonyl)-6'-(methyl-d3)-1'-(1-methyl-1H-indazol-5-yl)-3',6'-dihydro-7'H-spiro[azepane-4,8'-dipyrrolo[2,3-b:3',2'-d]pyridin]-7'-one